ClC1=CN(C2=NC=CC(=C21)OC2=C(C=C(NC=1O[C@H](CN1)CO)C=C2F)F)COCC[Si](C)(C)C |r| (+/-)-[2-{4-[(3-chloro-1-{[2-(trimethylsilyl)ethoxy]methyl}-1H-pyrrolo[2,3-b]pyridin-4-yl)oxy]-3,5-difluoroanilino}-4,5-dihydro-1,3-oxazol-5-yl]methanol